3-methyl-2-(1-methyl-1H-pyrazol-4-yl)-1H-pyrrolo[2,3-b]Pyridine hydrochloride Cl.CC1=C(NC2=NC=CC=C21)C=2C=NN(C2)C